1-(4-{3-[(1r,3R,5S,7r)-3,5-dimethyladamantan-1-yl]ureido}benzoyl)-N-methylpiperidine-4-carboxamide C[C@]12CC3(CC(C[C@@](C1)(C3)C)C2)NC(NC2=CC=C(C(=O)N3CCC(CC3)C(=O)NC)C=C2)=O